ClC1=CC(N(S1(=O)=O)C(C(=O)O)CCCC)=O (5-chloro-1,1-dioxido-3-oxoisothiazol-2(3H)-yl)hexanoic acid